Ethyl-2-(7-(cyclopropylmethyl)-9-methoxy-2-methyl-3-oxo-3,5-dihydro-2H-benzo[c]pyrido[3,4-e]azepin-5-yl)acetate C(C)OC(CC1C=2C(C3=C(C(=N1)CC1CC1)C=C(C=C3)OC)=CN(C(C2)=O)C)=O